NC(C(=O)O)CN1CCOCC1 2-amino-3-morpholinopropanoic acid